COC=1C=C(C=CC1OC)NC=1N=CC2=C(N1)C=CS2 N-(3,4-dimethoxyphenyl)thieno[3,2-d]pyrimidin-2-amine